C(C)(C)(C)OC(=O)N1CCC(CC1)OCCOC1=NC=C(C=C1N)C(F)(F)F 4-(2-((3-amino-5-(trifluoromethyl)pyridin-2-yl)oxy)ethoxy)piperidine-1-carboxylic acid tert-butyl ester